COC=1C=C([O-])C=CC1.[Li+] Lithium 3-methoxyphenoxide